(2-ethoxy-1,4-phenylene) ether C(C)OC1=C2C=CC(=C1)O2